4-fluoroisoquinolin-1(2H)-one FC1=CNC(C2=CC=CC=C12)=O